C1(CC1)CN([C@H]1[C@@H](CCC1)OC=1C=C2CN(C(C2=CC1)=O)C1C(NC(CC1)=O)=O)CC1CC1 3-(5-(((1R,2R)-2-(bis(cyclopropylmethyl)amino)cyclopentyl)oxy)-1-oxoisoindolin-2-yl)piperidine-2,6-dione